CC1NCCCC1NC(OC(C)(C)C)=O tert-butyl (2-methylpiperidin-3-yl)carbamate